sodium (2-((3R,6S)-1-acetyl-6-methyl-piperidin-3-yl)-6-(pyrazin-2-yl)pyrimidin-4-yl)(2-fluoro-3-(1-methyl-1H-1,2,3-triazol-4-yl)phenyl)amide C(C)(=O)N1C[C@@H](CC[C@@H]1C)C1=NC(=CC(=N1)[N-]C1=C(C(=CC=C1)C=1N=NN(C1)C)F)C1=NC=CN=C1.[Na+]